C(CCC)N1CCC(CC1)N(CC1=CC(=CC=C1)CNCC1=NC=CC=C1)CCC1=NC=CC=C1 N-[1-butyl-4-piperidinyl]-N-[2-(2-pyridinyl)ethyl]-N'-(2-pyridinylmethyl)-1,3-benzenedimethanamine